C1(=CC=CC=C1)C1CC=NN1C(=O)C12CC(C1)(C2)CN2N=CC(=C2)C#N 1-((3-(5-phenyl-4,5-dihydro-1H-pyrazole-1-carbonyl)-bicyclo[1.1.1]pentan-1-yl)methyl)-1H-pyrazole-4-carbonitrile